N1(N=CC=C1)CC1=CC2=C(C(=NO2)NS(=O)(=O)C2=CC(=CC=C2)N2CCNCC2)C2=C1CCO2 N-(4-((1H-Pyrazol-1-yl)methyl)-2,3-dihydrobenzofuro[7,6-d]isoxazol-8-yl)-3-(piperazin-1-yl)benzenesulfonamide